3-fluoro-N-phenylbenzenesulfonamide FC=1C=C(C=CC1)S(=O)(=O)NC1=CC=CC=C1